[Br-].C(CC)[NH3+] propyl-ammonium bromide